3-(5-(((1S,2S)-2-(3-(1-acetylpiperidin-3-yl)azetidin-1-yl)cyclohexyl)oxy)-1-oxo-isoindolin-2-yl)piperidine-2,6-dione C(C)(=O)N1CC(CCC1)C1CN(C1)[C@@H]1[C@H](CCCC1)OC=1C=C2CN(C(C2=CC1)=O)C1C(NC(CC1)=O)=O